P(=O)(OCC)(OCC(F)(F)F)OC ethyl (2,2,2-trifluoroethyl) methyl phosphate